(R)-N-(4-chlorobenzyl)-2,3,4,9-tetrahydro-1H-carbazol-1-amine ClC1=CC=C(CN[C@@H]2CCCC=3C4=CC=CC=C4NC23)C=C1